8-(hexahydropyridin-1-ylmethyl)-5,7-dihydroxy-3-(4-methoxyphenyl)-4H-chromen-4-one N1(CCCCC1)CC=1C(=CC(=C2C(C(=COC12)C1=CC=C(C=C1)OC)=O)O)O